COC1=CC=C(C=C1)\C=C\C(=O)C1=C(C=C(C=C1OCOC)OCOC)O 4-Methoxy-2'-hydroxy-4',6'-bis(methoxymethoxy)-trans-chalcone